C1N(CC2CN(CCC21)C(=O)OC(C)(C)C)C(=O)OCC2=CC=CC=C2 O2-benzyl O5-tert-butyl 3,3a,4,6,7,7a-hexahydro-1H-pyrrolo[3,4-c]pyridine-2,5-dicarboxylate